ClC1=C(C=C(C=C1)N1C2=C(OC(C1)(C)C)N=C(C=N2)C(=O)N2C(CN(CC2)C2=CC=C(C=N2)CC(=O)O)(C)C)F 2-(6-(4-(4-(4-chloro-3-fluorophenyl)-2,2-dimethyl-3,4-dihydro-2H-pyrazino[2,3-b][1,4]oxazine-7-carbonyl)-3,3-dimethylpiperazin-1-yl)pyridin-3-yl)acetic acid